2,4-bis(octylthio)-6-(3-triethoxysilylpropyl)amino-1,3,5-triazine C(CCCCCCC)SC1=NC(=NC(=N1)SCCCCCCCC)NCCC[Si](OCC)(OCC)OCC